4-{[3-(2-aminobenzo[d]thiazol-6-yl)-5-trifluoromethyl-1H-pyrazol-1-yl]methyl}-N-hydroxybenzoamide NC=1SC2=C(N1)C=CC(=C2)C2=NN(C(=C2)C(F)(F)F)CC2=CC=C(C(=O)NO)C=C2